2-fluoro-4-hydroxybenzonitrile sodium salt [Na].FC1=C(C#N)C=CC(=C1)O